C(C1=CC=CC=C1)OC=1C=C(C=CC1)B(O)O 3-(benzyloxy)phenylboronic acid